O1C(OCC1)C1=CC=C(C=C1)NC(=O)C=1N(C=C(C1)[N+](=O)[O-])C N-(4-(1,3-dioxolan-2-yl)phenyl)-1-methyl-4-nitro-1H-pyrrole-2-carboxamide